ClC=1C(=NC=CC1)O[C@@H]1CN(CC1)C1=C(C=C(C(=O)NC2=CC=CC=C2)C=C1)CC=O (S)-4-(3-(3-chloropyridin-2-yloxy)pyrrolidin-1-yl)-3-(2-oxoethyl)-N-phenylbenzamide